CC=1N=C2N(C=C(N=C2C)NC(=O)N2CCC=3C2=NC=CC3N3CC2CCC(C3)N2C(=O)OC(C)(C)C)C1 tert-butyl 3-(1-((2,8-dimethylimidazo[1,2-a]pyrazin-6-yl)carbamoyl)-2,3-dihydro-1H-pyrrolo[2,3-b]pyridin-4-yl)-3,8-diazabicyclo[3.2.1]octane-8-carboxylate